Ethyl-3-[(2-ethylhexyl-oxy)methyl]oxetane C(C)C1OCC1COCC(CCCC)CC